NC1=NC(=C2N=C(N(C2=N1)CC(=O)NC1=CC(=NN1CC)C)C1=C(C=CC=C1)C)NC1=CC=C(C=C1)N 2-(2-amino-6-((4-aminophenyl)amino)-8-(o-methylphenyl)-9H-purin-9-yl)-N-(1-ethyl-3-methyl-1H-pyrazol-5-yl)acetamide